methyl 6-[[tert-butyl(dimethyl)silyl]oxymethyl]pyridine-3-carboxylate [Si](C)(C)(C(C)(C)C)OCC1=CC=C(C=N1)C(=O)OC